(Z)-3-fluoro-4-hydroxybut-2-enyl-carbamic acid tert-butyl ester C(C)(C)(C)OC(NC\C=C(\CO)/F)=O